ClC1=C(C(=C(C=C1OC)OC)Cl)C1=NC(=C2C=C(N=CC2=C1)N[C@H]1[C@H](COC1)NC(C=C)=O)N1CC(CC1)OC N-((3R,4S)-4-((7-(2,6-dichloro-3,5-dimethoxyphenyl)-5-(3-methoxypyrrolidin-1-yl)-2,6-naphthyridin-3-yl)amino)tetrahydrofuran-3-yl)acrylamide